5-chloro-2-methoxy-N-(5-oxo-5,6,7,8-tetrahydro-1,6-naphthyridin-3-yl)benzenesulfonamide ClC=1C=CC(=C(C1)S(=O)(=O)NC=1C=NC=2CCNC(C2C1)=O)OC